amino-2-methyl-1,3-propylene glycol NC(C(CO)C)O